4-Cyano-N-(3-{1-ethyl-5-[(methylamino)methyl]-1H-indol-2-yl}prop-2-yn-1-yl)benzamide C(#N)C1=CC=C(C(=O)NCC#CC=2N(C3=CC=C(C=C3C2)CNC)CC)C=C1